C(C)(C)C1=C(C=CC=C1)[C@H]1N(CCC1)C1CC2(C1)CCN(CC2)C=2C=CC(=NC2)C(=O)N 5-(2-((S)-2-(2-isopropylphenyl)pyrrolidin-1-yl)-7-azaspiro[3.5]non-7-yl)picolinamide